O=C1NC(CCC1NC1=C(C=C(C=C1)C1CCN(CC1)C(=O)OC(C)(C)C)OC1=CC=CC=C1)=O tert-butyl 4-[4-[(2,6-dioxo-3-piperidyl)amino]-3-phenoxy-phenyl]piperidine-1-carboxylate